2-([1,4]Dioxan-2-ylmethoxy)-9-(3-hydroxy-hex-1-ynyl)-6,7-dihydro-pyrimido[6,1-a]isoquinolin-4-one O1C(COCC1)COC1=NC(N2C(C3=CC=C(C=C3CC2)C#CC(CCC)O)=C1)=O